C(C)(C)(C)OC(=O)N1C[C@H](CC1)OC1=CC=C(C=C1C1=CC=C(C=C1)F)C(=O)N1[C@H](CN(CC1)C(=O)OCC1=CC=CC=C1)C(C)C Benzyl (S)-4-(6-(((S)-1-(tert-butoxycarbonyl)pyrrolidin-3-yl)oxy)-4'-fluoro-[1,1'-biphenyl]-3-carbonyl)-3-isopropylpiperazine-1-carboxylate